CN1N=NC2=C1C=CC(=C2C)C(CC(=O)OCC)C=2C=C(C1=C(C=CS1)C2)CN2CC1(OC3=C(C2)N=C(C=C3)O)CC1 Ethyl 3-(1,4-dimethyl-1H-benzotriazol-5-yl)-3-{7-[(7'-hydroxy-3'H-spiro[cyclopropane-1,2'-pyrido[2,3-f][1,4]oxazepine]-4'(5'H)-yl)methyl]-1-benzothiophen-5-yl}propanoate